2,4,6-trimethoxybenzene COC1=CC(=CC(=C1)OC)OC